ClC=1C=C(C=CC1)C(=O)N1C2COCC1CN(C2)CC2=C(N=C1N2C=CC=C1)C1=CC=C(C=C1)Cl (3-Chlorophenyl)(7-{[2-(4-chlorophenyl)imidazo[1,2-a]pyridin-3-yl]methyl}-3-oxa-7,9-diazabicyclo[3.3.1]non-9-yl)methanon